1-AMINOAZETIDINE-2-CARBOXYLIC ACID NN1C(CC1)C(=O)O